(2R,3R)-2-(4-hydroxy-3-(trifluoromethyl)phenyl)chromane-3,7-diol OC1=C(C=C(C=C1)[C@H]1OC2=CC(=CC=C2C[C@H]1O)O)C(F)(F)F